N6-methyl-2-(1-methyl-1H-imidazole-5-carboxamido)-5-oxohexanediamide CNC(C(CCC(C(=O)N)NC(=O)C1=CN=CN1C)=O)=O